3-[[2-(ethylsulfamoylamino)-3-fluoro-4-pyridyl]methyl]-7-[(3-fluoro-2-pyridyl)oxy]-4-methyl-chromen-2-one C(C)NS(=O)(=O)NC1=NC=CC(=C1F)CC=1C(OC2=CC(=CC=C2C1C)OC1=NC=CC=C1F)=O